[Na+].S(=O)(=O)([O-])[O-].C(CCCCCCC)OC1=CC=CC=C1.[Na+] octylphenyl ether sulfate sodium